N1CC(C1)OC=1C=C(C(=O)N[C@H](C)C=2C=NC(=NC2)C(F)(F)F)C=C(C1)C=1SC(=CN1)C 3-(azetidin-3-yloxy)-5-(5-methyl-1,3-thiazol-2-yl)-N-{(1R)-1-[2-(trifluoromethyl)pyrimidin-5-yl]ethyl}benzamide